BrC=1C=C(C=CC1)[C@H](C(=O)N1CC2=C(CCC1)N=C(NC2=O)C2(CC2)C2=CC(=CC=C2)C2CCCCC2)O (R)-6-(2-(3-bromophenyl)-2-hydroxyacetyl)-2-(1-(3-cyclohexylphenyl)cyclopropyl)-3,5,6,7,8,9-hexahydro-4H-pyrimido[5,4-c]azepin-4-one